C(N)(=O)CC[C@@H](COC1=CC(=C(C=C1)Cl)I)NC(OC(C)(C)C)=O tert-butyl N-[(2S)-4-carbamoyl-1-(4-chloro-3-iodophenoxy) butan-2-yl]carbamate